N[C@@H](CC1=CC=C(C=C1)C12CC(C1)(C2)C(=O)O)C(=O)O 3-[4-[(S)-2-amino-2-carboxyethyl]phenyl]bicyclo[1.1.1]pentane-1-carboxylic acid